NC1=C(C=2C(=NC=C(C2S1)F)C=1C2=C(C=3C=NC(=NC3C1F)N1CC3(CCC3C1)N(C)C)COC2)C#N 2-Amino-4-(3-(1-(dimethylamino)-3-azabicyclo[3.2.0]heptan-3-yl)-5-fluoro-7,9-dihydrofuro[3,4-f]quinazolin-6-yl)-7-fluorothieno[3,2-c]pyridine-3-carbonitrile